5-chloro-(4-chlorophenyl)-2H-indazole ClC1=CC2=CN(N=C2C=C1)C1=CC=C(C=C1)Cl